1-(6-Chloropyrimidin-4-yl)piperidin-4-amine ClC1=CC(=NC=N1)N1CCC(CC1)N